ClC=1C=C(C=C(C1)Cl)C1=NN(C(=C1O)C)C 3-(3,5-dichlorophenyl)-1,5-dimethyl-pyrazol-4-ol